3-(5-(difluoromethyl)-1,3,4-thiadiazol-2-yl)-8-((3S,5S)-3,5-dimethylpiperazin-1-yl)-N-((cis)-2-ethyl-1-methylcyclopropyl)imidazo[1,5-a]pyridine-6-sulfonamide FC(C1=NN=C(S1)C1=NC=C2N1C=C(C=C2N2C[C@@H](N[C@H](C2)C)C)S(=O)(=O)N[C@@]2([C@@H](C2)CC)C)F